(2s,3r)-methyl-3-(2-methylphenyl)-1,4-dioxaspiro[4.5]decan-2-carboxylate COC(=O)[C@H]1OC2(O[C@@H]1C1=C(C=CC=C1)C)CCCCC2